C(C1CO1)OC=CC[Si](OC)(OC)OC gamma-(2,3-epoxypropoxy)allyltrimethoxysilane